BrC1=CC=C(C=C1)N(C=1C=C2CCC2=CC1)C1=CC=C(C=C1)Br N,N-bis(4-bromophenyl)-bicyclo[4.2.0]octa-1,3,5-triene-3-amine